FC(C1=C(C=C(C=C1)C(C(C)C)N1C[C@@H](N(C[C@H]1C)C1=C2N=C(N(C2=NC(=N1)NN)C[C@H]1OCCC1)C)C)F)F 6-((2S,5R)-4-(1-(4-(difluoromethyl)-3-fluorophenyl)-2-methylpropyl)-2,5-dimethylpiperazin-1-yl)-2-hydrazineyl-8-methyl-9-(((S)-tetrahydrofuran-2-yl)methyl)-9H-purine